Azobis-(4-methoxy-2,4-dimethylvaleronitrile) N(=NC(C#N)(CC(C)(OC)C)C)C(C#N)(CC(C)(C)OC)C